3-(2-Bromo-5-fluorophenyl)-5-ethoxy-4-methyl-4,5-dihydroisoxazole BrC1=C(C=C(C=C1)F)C1=NOC(C1C)OCC